2-(6-methylpyrazin-2-yl)cyclopropane-1-carboxamide CC1=CN=CC(=N1)C1C(C1)C(=O)N